NC=1C=2N(C3=CC(=CC=C3N1)C(=O)N(C1CCC3=CC(=CC=C13)C(F)(F)F)CC1CC1)C=NC2 4-amino-N-(cyclopropylmethyl)-N-(5-(trifluoromethyl)-2,3-dihydro-1H-inden-1-yl)imidazo[1,5-a]quinoxaline-8-carboxamide